N1(N=NC=C1)C1=NC=CC(=N1)COC1=CC=C(C=C1)C(C)(C)C1=CC=C(OCCCN)C=C1 3-(4-(2-(4-((2-(1H-1,2,3-triazol-1-yl)pyrimidin-4-yl)methoxy)phenyl)propane-2-yl)phenoxy)propan-1-amine